C(C)N(S(=O)(=O)C1=CC=C(C=C1)C(C=CC1=CC=C(OCC(=O)O)C=C1)=O)CC 2-[4-[3-[4-(Diethylsulfamoyl)phenyl]-3-oxoprop-1-enyl]phenoxy]acetic acid